ClC=1C=C2C(C(=CN(C2=CC1N1[C@H](CCC1)C(N(C1=NC=CC=C1)C)=O)C1=NC=CN=C1)C(=O)O)=O |r| rac-(R)-6-chloro-7-(2-(methyl-(pyridin-2-yl)carbamoyl)pyrrolidin-1-yl)-4-oxo-1-(pyrazin-2-yl)-1,4-dihydro-quinoline-3-carboxylic acid